6-Bromo-1-ethyl-5-methoxy-1H-imidazo[4,5-B]pyridine BrC=1C=C2C(=NC1OC)N=CN2CC